2-(dimethylaminopropyl)phenanthroline CN(C)CCCC1=NC2=C3N=CC=CC3=CC=C2C=C1